OC1(CCC(CC1)NC(=O)[C@@H]1C[C@@H](NCC1)C(F)(F)F)C(F)(F)F (2R,4S)-N-[(1r,4r)-4-hydroxy-4-(trifluoromethyl)cyclohexyl]-2-(trifluoromethyl)piperidine-4-carboxamide